2-cyclohexyl-2-(3,3-dibromobutyl)-1-ethoxy-3-methoxy-propane C1(CCCCC1)C(COCC)(COC)CCC(C)(Br)Br